C1(=CC=CC=C1)[C@@H](C)OC(=O)C=1[C@H]2C3=CC=CC=C3[C@@H](C1)O2 (1R,8R)-11-oxa-tricyclo[6.2.1.02,7]Undecane-2,4,6,9-tetraene-9-carboxylic acid (R)-1-phenylethyl ester